N[C@@H](C(=O)N[C@H](CNC(=O)[C@H]1[C@@H](CC[C@H](C1)C)C(C)C)C1=CC=CC=C1)C (1R,2S,5R)-N-((S)-2-((R)-2-aminopropanamido)-2-phenylethyl)-2-isopropyl-5-methylcyclohexane-1-carboxamide